C(C1=CC=CC=C1)C=1C=CC(=NC1)NC(=O)C1=NN(C(CC1)=O)C N-(5-benzylpyridin-2-yl)-1-methyl-6-oxo-1,4,5,6-tetrahydropyridazine-3-carboxamide